C(OC(C1=C(SC=C1)CNCC[C@]1(CCOC2(CCCC2)C1)C1=NC=CC=C1)([2H])[2H])([2H])([2H])[2H] (R)-N-((3-((methoxy-d3)methyl-d2)thiophen-2-yl)methyl)-2-(9-(pyridin-2-yl)-6-oxaspiro[4.5]decan-9-yl)ethan-1-amine